N(=[N+]=[N-])CC1CCN(CC1)CCNS(=O)(=O)C1=CC=C(C=C1)C1=C(C=CC=C1C)C#N N-(2-(4-(azidomethyl)piperidin-1-yl)ethyl)-2'-cyano-6'-methyl-[1,1'-biphenyl]-4-sulfonamide